CC(COC([C@@H](NP(=O)(OC1=CC=CC=C1)OC1=CC=C(C=C1)[N+](=O)[O-])C)=O)(CC)C ((4-nitrophenoxy)(phenoxy)phosphoryl)-L-alanine 2,2-dimethylbutyl ester